2,3,6,7-tetrahydro-1h,5h-pyrido[3,2,1-ij]quinolin-9-amine C1CCN2C3=C(C=C(C=C13)N)CCC2